3-((cyclopropylmethyl)amino)-4-(methyl((5-(5-(trifluoromethyl)-1,2,4-oxadiazol-3-yl)pyridin-2-yl)methyl)amino)cyclobut-3-ene-1,2-dione C1(CC1)CNC=1C(C(C1N(CC1=NC=C(C=C1)C1=NOC(=N1)C(F)(F)F)C)=O)=O